C(#N)C1=C(C=C(C=N1)B(O)O)C (6-cyano-5-methyl-3-pyridyl)boronic acid